9-(4-((1-(3-Fluoropropyl)azetidin-3-yl)methyl)phenyl)-8-(2-methoxy-6-(trifluoromethyl)pyridin-3-yl)-6,7-dihydro-5H-benzo[7]annulen FCCCN1CC(C1)CC1=CC=C(C=C1)C1=C(CCCC2=C1C=CC=C2)C=2C(=NC(=CC2)C(F)(F)F)OC